3-(5-chloro-2-fluorophenyl)-7-methyl-2-(3-{[(2S)-pyrrolidin-2-yl]methoxy}pyridin-4-yl)-1H-pyrrolo[3,2-b]pyridine ClC=1C=CC(=C(C1)C1=C(NC=2C1=NC=CC2C)C2=C(C=NC=C2)OC[C@H]2NCCC2)F